2-Chloro-N-(1-ethyl-1H-indazol-4-yl)-5-[({[1-(trifluoromethyl)cyclopropyl]carbonyl}amino)methyl]benzamide ClC1=C(C(=O)NC2=C3C=NN(C3=CC=C2)CC)C=C(C=C1)CNC(=O)C1(CC1)C(F)(F)F